[2-[6-[4-[(1-tert-butoxycarbonyl-4-piperidinyl)oxy]phenyl]-4-fluoro-1-oxo-isoindolin-2-yl]-2-(6,7-dihydro-5H-pyrrolo[1,2-c]imidazol-1-yl)acetyl]oxylithium C(C)(C)(C)OC(=O)N1CCC(CC1)OC1=CC=C(C=C1)C1=CC(=C2CN(C(C2=C1)=O)C(C(=O)O[Li])C1=C2N(C=N1)CCC2)F